2-(5-([1,1'-biphenyl]-3-yl)-1-isopropyl-1H-indol-3-yl)-N-(4-methoxybenzyl)acetamide Benzyl-5-{[(tert-butoxy)carbonyl]amino}-2-(hydroxymethyl)piperidine-1-carboxylate C(C1=CC=CC=C1)OC(=O)N1C(CCC(C1)NC(=O)OC(C)(C)C)CO.C1(=CC(=CC=C1)C=1C=C2C(=CN(C2=CC1)C(C)C)CC(=O)NCC1=CC=C(C=C1)OC)C1=CC=CC=C1